C(C)(C)(C)OC(=O)N1CCC2(CC1)[C@@H](C1=CC(=C(C=C1C2)OC)Cl)N[S@](=O)C(C)(C)C (1S)-6-chloro-5-methoxy-1-{[(R)-2-methylpropane-2-sulfinyl]amino}-1,3-dihydrospiro[indene-2,4'-piperidine]-1'-carboxylic acid tert-butyl ester